ClC1=C(C(=O)NCC2CNCC2)C=CC(=C1)NC=1C=2N(C=CN1)C(=CN2)C2=C(C(=C(C=C2)OC)F)F 2-chloro-4-[[3-(2,3-difluoro-4-methoxy-phenyl)imidazo[1,2-a]pyrazin-8-yl]amino]-N-(pyrrolidin-3-ylmethyl)benzamide